Diacetonyl alcohol CC(=O)CC(C)(C)O